1-Propyl-1H-benzo[d]imidazole hydrobromide Br.C(CC)N1C=NC2=C1C=CC=C2